1-(1-acetyl-2-methylpiperidin-4-yl)-4-chloro-N-(5-((3-fluorophenyl)ethynyl)-3-methylpyridin-2-yl)-1H-pyrazole-5-carboxamide C(C)(=O)N1C(CC(CC1)N1N=CC(=C1C(=O)NC1=NC=C(C=C1C)C#CC1=CC(=CC=C1)F)Cl)C